[Si](C)(C)(C(C)(C)C)OC[C@H]1N(CC(C1)(C(F)(F)F)OS(=O)(=O)C1=CC=C(C)C=C1)C(=O)OC(C)(C)C tert-butyl (2S)-2-(((tert-butyldimethylsilyl)oxy)methyl)-4-(tosyloxy)-4-(trifluoromethyl)pyrrolidine-1-carboxylate